OCCN(C)CC1(CCC1)CNC(=O)C1=CC2=C(S1)CCCCCC2 N-[(1-{[(2-Hydroxyethyl)(methyl)amino]methyl}cyclobutyl)methyl]-4H,5H,6H,7H,8H,9H-cycloocta[b]thiophene-2-carboxamide